2-(7-chloro-1-((1s,4s)-4-isopropylcyclohexyl)-3-oxo-1H-spiro[isoquinoline-4,4-piperidin]-2(3H)-yl)ethyl methylcarbamate CNC(OCCN1C(C2=CC(=CC=C2C2(CCNCC2)C1=O)Cl)C1CCC(CC1)C(C)C)=O